[Br].C(C=C)N1CN(C=C1)C=C 1-allyl-3-vinylimidazole bromine salt